C[C@H]1N(CCN(C1)C)C(=O)OC(C)(C)C tert-butyl (R)-2,4-dimethylpiperazine-1-carboxylate